tert-butyl 4-((S)-1,1,1-trifluoro-4-((1r,4R)-4-(3-hydroxy-2-methylphenoxy)cyclohexyl)butan-2-yl)piperazine-1-carboxylate FC([C@H](CCC1CCC(CC1)OC1=C(C(=CC=C1)O)C)N1CCN(CC1)C(=O)OC(C)(C)C)(F)F